tert-butyl 1-(tetrahydro-2H-pyran-2-yl)-4-(1-(m-tolyl) piperidin-4-yl)-1H-indazole-5-carboxylate O1C(CCCC1)N1N=CC2=C(C(=CC=C12)C(=O)OC(C)(C)C)C1CCN(CC1)C=1C=C(C=CC1)C